3-methylcyclohexane-1,2-dicarboxylic acid dipentyl ester C(CCCC)OC(=O)C1C(C(CCC1)C)C(=O)OCCCCC